isoxazolo[4,5-c]pyridine O1N=CC=2C=NC=CC21